[(2R,3S,4R,5R,6S)-5-Acetamido-3,4-diacetyloxy-6-[4-[(E)-3-phenylprop-2-enoyl]phenoxy]oxan-2-yl]methyl acetate C(C)(=O)OC[C@H]1O[C@H]([C@@H]([C@H]([C@@H]1OC(C)=O)OC(C)=O)NC(C)=O)OC1=CC=C(C=C1)C(\C=C\C1=CC=CC=C1)=O